NCCC(=O)N1CCN(CC1)C(=O)C1=C(C=C(C=C1)NC(=O)C=1N(C(=CN1)C1=C(C(=C(C=C1)OC)F)F)C)Cl N-[4-[4-(3-aminopropanoyl)piperazine-1-carbonyl]-3-chloro-phenyl]-5-(2,3-difluoro-4-methoxy-phenyl)-1-methyl-imidazole-2-carboxamide